FC(C=1N=C(NC1)C12C3C4C5(C(C14)C2C53)CO)(F)F (4-(4-(trifluoromethyl)-1H-imidazol-2-yl)cuban-1-yl)methanol